C(#N)C1=NN(C(=C1)C)C1=C(C=CC(=N1)N1C=NC2=C1C=CC(=C2)NC=2N=NC(=CC2C(=O)O)C)OC(F)F 3-[[1-[6-(3-cyano-5-methyl-pyrazol-1-yl)-5-(difluoromethoxy)-2-pyridyl]benzimidazol-5-yl]amino]-6-methyl-pyridazine-4-carboxylic acid